[Cu].[Zn].CC=1NC=CN1 2-methylimidazole zinc salt copper